(1R,2S,4S,5S)-2-(hydroxymethyl)-2-(methoxymethyl)-4-methyl-5-(trifluoromethyl)quinuclidin-3-one OC[C@]1(N2C[C@H]([C@@](C1=O)(CC2)C)C(F)(F)F)COC